2-(6-HYDROXY-1,3-BENZOTHIAZOL-2-YL)-1,3-THIAZOL OC1=CC2=C(N=C(S2)C=2SC=CN2)C=C1